BrC=1C(=C(C=CC1)NC=1N=CC=C2C=C(C=NC12)CN1C[C@H](CC1)O)Cl (S)-1-((8-(3-bromo-2-chlorophenylamino)-1,7-naphthyridin-3-yl)methyl)pyrrolidin-3-ol